FC1([C@@H](CC1)C1=CC(=NN1)NC1=NC(=CN=C1)OC1CCN(CC1)C)F (S)-N-(5-(2,2-difluorocyclobutyl)-1H-pyrazol-3-yl)-6-((1-methylpiperidin-4-yl)oxy)pyrazin-2-amine